CC1=C(C=2N(C=C1C=1NC3=CC=C(C=C3C1C(C)C)C1CCC(CC1)NC1COC1)C=NN2)C N-(4-(2-(7,8-dimethyl-[1,2,4]triazolo[4,3-a]pyridin-6-yl)-3-isopropyl-1H-indol-5-yl)cyclohexyl)oxetan-3-amine